CC(CCC(=O)O)(C#N)N=NC(C)(CCC(=O)O)C#N 4,4-azobis(cyanovaleric acid)